OCC1(CCCC1)COC1=CC(=NC=C1C1=CC(=CC=C1)CN1CCN(CC1)C)NC1=NC=NC=C1 4-((4-((1-(hydroxymethyl)cyclopentyl)methoxy)-5-(3-((4-methylpiperazin-1-yl)methyl)phenyl)pyridin-2-yl)amino)pyrimidine